1-(phenylmethyloxy)-5-bromo-4-chloro-2-nitrobenzene C1(=CC=CC=C1)COC1=C(C=C(C(=C1)Br)Cl)[N+](=O)[O-]